COC=1C=C(C=C(C1OC)OC)N1C=NC(=C1)NC=1N=C(C2=C(N1)CCC2)N2[C@@H](CCC2)CO (S)-(1-(2-((1-(3,4,5-trimethoxyphenyl)-1H-imidazol-4-yl)amino)-6,7-dihydro-5H-cyclopenta[d]pyrimidin-4-yl)pyrrolidin-2-yl)methanol